(methoxymethyl)-1-[(4-methyl-3,5-dihydro-2H-1,4-benzoxazepin-7-yl)methyl]pyrazole-4-carboxamide COCC1=NN(C=C1C(=O)N)CC=1C=CC2=C(CN(CCO2)C)C1